OC1CCC(CC1)CCN1C[C@@H](CCC1)NC1=CC(=C(N=N1)C1=C(C=C(C=C1)C(F)(F)F)O)C (R)-2-(6-((1-(2-(4-Hydroxycyclohexyl)ethyl)piperidin-3-yl)amino)-4-methylpyridazin-3-yl)-5-(trifluoromethyl)phenol